(6aR)-4-chloro-3-(2-fluoro-6-methoxyphenyl)-1-hydrazino-6a,7,9,10-tetrahydro-12H-pyrazino[2,1-c]pyrido[3,4-f][1,4]oxazepine-8(6H)-carboxylic acid tert-butyl ester C(C)(C)(C)OC(=O)N1C[C@@H]2COC3=C(CN2CC1)C(=NC(=C3Cl)C3=C(C=CC=C3OC)F)NN